C(C)(C)[C@H]1C(NC=2C(=NC(=NC2N1C)NC1CN(C1)C(=O)C1(OCCC1)C)C)=O (7S)-7-isopropyl-4,8-dimethyl-2-((1-(2-methyltetrahydrofuran-2-carbonyl)azetidin-3-yl)amino)-7,8-dihydropteridin-6(5H)-one